3-(6-chloro-5-(trifluoromethyl)pyridin-3-yl)-5-(2-(3-fluoropyrrolidin-1-yl)-2-oxoethyl)thieno[3,2-c]pyridin-4(5H)-one ClC1=C(C=C(C=N1)C1=CSC2=C1C(N(C=C2)CC(=O)N2CC(CC2)F)=O)C(F)(F)F